CC=1OCCSC1C(=O)NC1=CC=CC=C1 5,6-dihydro-2-methyl-N-phenyl-1,4-oxathiin-3-carboxamide